[(1S,2'S,6'S)-7-chloro-2'-methyl-6'-(1-methyltriazol-4-yl)spiro[isochromane-1,4'-piperidine]-6-yl] trifluoromethanesulfonate FC(S(=O)(=O)OC=1C=C2CCO[C@]3(C[C@@H](N[C@@H](C3)C=3N=NN(C3)C)C)C2=CC1Cl)(F)F